C(C)(C)C1(C=CC=C1)[La](C1(C=CC=C1)C(C)C)C1(C=CC=C1)C(C)C Tri(isopropylcyclopentadienyl)lanthanum